ClC1=CC=C2C(=CNC2=C1)S(=O)(=O)NC=1C(=NC(=C(C1)F)OCC(F)F)F 6-Chloro-N-[6-(2,2-difluoroethoxy)-2,5-difluoropyridin-3-yl]-1H-indole-3-sulfonamide